(S)-4-(2-(4-(2-acetyl-5-chlorophenyl)-3-methoxy-6-oxopyridazin-1(6H)-yl)-3-phenylpropionamido)-2-methoxybenzoic acid methyl ester COC(C1=C(C=C(C=C1)NC([C@H](CC1=CC=CC=C1)N1N=C(C(=CC1=O)C1=C(C=CC(=C1)Cl)C(C)=O)OC)=O)OC)=O